C(C)(C)C1=C(NC2=CC=C(C=C12)C(C(=O)NC1CCNCC1)C)C1=CC(=NC=C1)C 2-(3-isopropyl-2-(2-methylpyridin-4-yl)-1H-indol-5-yl)-N-(piperidin-4-yl)propionamide